N-(methyl-d3)-4-((4-(1-methyl-1H-1,2,4-triazol-3-yl)-2-(difluoromethoxy)phenyl)amino)pyridazine-3-carboxamide C(NC(=O)C=1N=NC=CC1NC1=C(C=C(C=C1)C1=NN(C=N1)C)OC(F)F)([2H])([2H])[2H]